4-(2-Benzoylhydrazinecarbonyl)piperidine-1-carboxylic acid tert-butyl ester C(C)(C)(C)OC(=O)N1CCC(CC1)C(=O)NNC(C1=CC=CC=C1)=O